IC1=CC=C(C=C1)C1=CC=C(C=C1)C1=CC=C(C=C1)I 4,4''-diiodo-1,1':4',1''-terphenyl